C1C2CC(=O)N2CC1SCCN The molecule is a member of the class of azabicycloalkanes that is 1-azabicyclo[3.2.0]heptan-7-one substituted at position 3 by a (2-aminoethyl)thio group. It is a beta-lactam, an azabicycloalkane, an aliphatic sulfide and a primary amino compound.